(S)-2-((4-(6-((benzo[d]oxazol-2-yl)methoxy)pyridin-2-yl)piperidin-1-yl)methyl)-1-((oxetan-2-yl)methyl)-1H-benzo[d]imidazole-6-carboxylic acid O1C(=NC2=C1C=CC=C2)COC2=CC=CC(=N2)C2CCN(CC2)CC2=NC1=C(N2C[C@H]2OCC2)C=C(C=C1)C(=O)O